O[C@H](C)[C@@H]1[C@@H]2CC[C@H](CN1C(=O)OCC1=CC=CC=C1)N2C(=O)OC(C)(C)C 3-benzyl 8-(tert-butyl) (1S,2S,5R)-2-((R)-1-hydroxyethyl)-3,8-diazabicyclo[3.2.1]octane-3,8-dicarboxylate